N-(1-(4-methoxyphenyl)-2-oxo-2-((4-(trimethylsilyl)phenyl)amino)ethyl)-4-oxoimidazolidine-1-carboxamide COC1=CC=C(C=C1)C(C(NC1=CC=C(C=C1)[Si](C)(C)C)=O)NC(=O)N1CNC(C1)=O